1-(4-fluoro-3-methylbenzyl)-N3-methyl-N5-(2-methylcyclopropyl)-2-oxo-1,2-dihydropyridine-3,5-dicarboxamide FC1=C(C=C(CN2C(C(=CC(=C2)C(=O)NC2C(C2)C)C(=O)NC)=O)C=C1)C